(R)-1-(2-(2-(methoxymethyl)pyrrolidin-1-yl)benzo[d]oxazol-6-yl)-4-oxo-6-(4-(pyrrolidin-1-yl)-3-(trifluoromethyl)phenyl)-1,4-dihydropyridine-3-carboxylic acid COC[C@@H]1N(CCC1)C=1OC2=C(N1)C=CC(=C2)N2C=C(C(C=C2C2=CC(=C(C=C2)N2CCCC2)C(F)(F)F)=O)C(=O)O